COC(=O)C1=C(C(=NN1C1=NN(C(=N1)C1=CC(=C(C=C1)Cl)Cl)CC(C)C)C)I 1-(5-(3,4-dichlorophenyl)-1-isobutyl-1H-1,2,4-triazol-3-yl)-4-iodo-3-methyl-1H-pyrazole-5-carboxylic acid methyl ester